(S)-3-(4-(1-(3-((tert-butoxycarbonyl)amino)propyl)-1H-pyrazol-4-yl)-3-fluorophenoxy)-2-((1,3-dioxoisoindolin-2-yl)oxy)propanoic acid tert-butyl ester C(C)(C)(C)OC([C@H](COC1=CC(=C(C=C1)C=1C=NN(C1)CCCNC(=O)OC(C)(C)C)F)ON1C(C2=CC=CC=C2C1=O)=O)=O